[N+](=O)([O-])C1=C(C=CC(=C1)C(F)(F)F)N1CCN(CC1)C(=O)OC(C)(C)C tert-Butyl 4-(2-nitro-4-(trifluoromethyl)phenyl)piperazine-1-carboxylate